N[C@H](C(=O)O)[C@H](CN)O (2S,3S)-2,4-diamino-3-hydroxy-butyric acid